stearylamino ether C(CCCCCCCCCCCCCCCCC)ON